OC=1C(=NC=CC1OC)C(=O)N[C@@H](C)C(=O)OC(C)C(C)C1=NC=C(C=C1Cl)Cl 3-(3,5-dichloropyridin-2-yl)butan-2-yl N-[(3-hydroxy-4-methoxypyridin-2-yl)carbonyl]-L-alaninate